(3-cyano-4-isobutoxyphenyl)-2-thiazolecarboxylic acid C(#N)C=1C=C(C=CC1OCC(C)C)C=1N=C(SC1)C(=O)O